1-[[5-(Dimethylamino)-2-naphthyl]sulfonyl]-N,N-dimethylaziridine-2-carboxamide CN(C1=C2C=CC(=CC2=CC=C1)S(=O)(=O)N1C(C1)C(=O)N(C)C)C